The molecule is a secondary ammonium ion resulting from the secondary amino group of ent-tamsulosin. The major species at pH 7.3. It is a conjugate acid of an ent-tamsulosin. It is an enantiomer of a tamsulosin(1+). CCOC1=CC=CC=C1OCC[NH2+][C@@H](C)CC2=CC(=C(C=C2)OC)S(=O)(=O)N